5-tert-butyl-1,3,4-oxadiazol-2-amine C(C)(C)(C)C1=NN=C(O1)N